1-(4-chlorophenyl)-N-(2,6-dimethylphenyl)ethane-1-imine ClC1=CC=C(C=C1)C(C)=NC1=C(C=CC=C1C)C